(3,4-dichlorophenyl)(1-phenyl-1,7-diazaspiro[3.5]nonan-7-yl)methanone ClC=1C=C(C=CC1Cl)C(=O)N1CCC2(CCN2C2=CC=CC=C2)CC1